(2S)-2-[[(3R,4S)-5-chloro-4,8-dihydroxy-3-methyl-1-oxo-3,4-dihydroisochromene-7-carbonyl]amino]-3-phenylpropanoic acid ClC1=C2[C@@H]([C@H](OC(C2=C(C(=C1)C(=O)N[C@H](C(=O)O)CC1=CC=CC=C1)O)=O)C)O